P(O)(=O)(OP(=O)(O)OP(=O)(O)O)OC[C@@H]1[C@H]([C@H]([C@@H](O1)N1C(=O)NC(=O)C=C1)O)OC 3'-O-methyluridine-5'-triphosphate